FC(CC(CC=C)NC(NCC)=O)(C)F 3-(6,6-difluorohept-1-en-4-yl)-1-ethylurea